5-(4-amino-1H-pyrazol-1-yl)phenol NC=1C=NN(C1)C=1C=CC=C(C1)O